CCCC=CCCCCCCCCCCCCCCC icos-4-ene